CC=1N=C(N(C1)COCC[Si](C)(C)C)N methyl-1-(2-trimethylsilylethoxymethyl)imidazol-2-amine